3-(4-((2-(methylamino)-3,4-dioxocyclobut-1-en-1-yl)amino)phenyl)-5-(pyridin-2-ylamino)-1H-pyrazole-4-carboxamide CNC1=C(C(C1=O)=O)NC1=CC=C(C=C1)C1=NNC(=C1C(=O)N)NC1=NC=CC=C1